2-(2-methoxyphenyl)-4-methyl-5-(pyridin-3-ylmethyl)-1H-pyrazolo[4,3-c]pyridine-3,6(2H,5H)-dione COC1=C(C=CC=C1)N1NC=2C(=C(N(C(C2)=O)CC=2C=NC=CC2)C)C1=O